3-Amino-6-fluoro-5-(o-tolyl)-2,3,4,9-tetrahydro-1H-carbazole-8-carboxamide NC1CCC=2NC3=C(C=C(C(=C3C2C1)C1=C(C=CC=C1)C)F)C(=O)N